methyl (2R)-2-[[(9H-fluoren-9-yl methoxy)carbonyl]amino]-3-iodopropanoate C1=CC=CC=2C3=CC=CC=C3C(C12)COC(=O)N[C@H](C(=O)OC)CI